ethyl glycidate C(C1CO1)(=O)OCC